2-((2-(tert-butoxycarbonyl)-4-chloro-5-(3-((1-((3-nitrobenzyl)sulfonyl)piperidin-4-yl)amino)phenyl)thiophen-3-yl)oxy)acetic acid C(C)(C)(C)OC(=O)C=1SC(=C(C1OCC(=O)O)Cl)C1=CC(=CC=C1)NC1CCN(CC1)S(=O)(=O)CC1=CC(=CC=C1)[N+](=O)[O-]